C(=CCCCC)OC=1C(C(=O)[O-])=CC=CC1 HEXENYL-3-CIS-SALICYLATE